3-(4-((2-cyclopropylethyl)((1r,4r)-4-(4,4-difluoropiperidin-1-yl)cyclohexyl)amino)-1-oxoisoindolin-2-yl)piperidine-2,6-dione 2,2,2-trifluoroacetate FC(C(=O)O)(F)F.C1(CC1)CCN(C1=C2CN(C(C2=CC=C1)=O)C1C(NC(CC1)=O)=O)C1CCC(CC1)N1CCC(CC1)(F)F